N-methyl-prolinol CN1[C@@H](CCC1)CO